(2S)-2-(2-ethoxy-2-oxoethoxy)propionic acid ethyl ester C(C)OC([C@H](C)OCC(=O)OCC)=O